BrC1=CC=C(C=C1)N(CC(C(=O)OC(C)(C)C)O)C tert-butyl 3-((4-bromophenyl) (methyl) amino)-2-hydroxy-propionate